C(C)[N+](CCCCCCCCCC[N+](C)(C)CC)(C)C decamethylenebis(ethyldimethylammonium)